C1(CCCC1)N1C(CC(C=C1)=O)C1=CC=C(C=C1)[N+](=O)[O-] 1-cyclopentyl-2-(4-nitrophenyl)-2,3-dihydropyridin-4-one